N-hexadecyl-2-(4-(2-propen-1-yloxy)phenyl)-3,5,7-tri-(2-propen-1-yloxy)-quinolin-4-one C(CCCCCCCCCCCCCCC)N1C(=C(C(C2=C(C=C(C=C12)OCC=C)OCC=C)=O)OCC=C)C1=CC=C(C=C1)OCC=C